5-(5-Methoxyisoindolin-2-yl)-4-methylpyridazin COC=1C=C2CN(CC2=CC1)C=1C(=CN=NC1)C